FC=1C(=NC(=NC1)C1CCC(CC1)CC(=O)[O-])OCOC 2-(4-(5-fluoro-4-(methoxymethoxy)pyrimidin-2-yl)cyclohexyl)acetate